2-(4,4-dimethylpiperidin-1-yl)-N-((2-(trifluoromethyl)pyridin-3-yl)methyl)pyrido[2,3-d]pyrimidin-4-amine CC1(CCN(CC1)C=1N=C(C2=C(N1)N=CC=C2)NCC=2C(=NC=CC2)C(F)(F)F)C